9-phenyl-3-(2-phenyl-1H-benzimidazol-5-yl)carbazole C1(=CC=CC=C1)N1C2=CC=CC=C2C=2C=C(C=CC12)C1=CC2=C(NC(=N2)C2=CC=CC=C2)C=C1